NCC1CC[NH2+]CC1 4-(aminomethyl)piperidinium